CC1=NC(=NC(=C1)NC)NC=1C=C(C2=C(OCO2)C1)C=1CCCN(CC1)C(=O)OC(C)(C)C tert-butyl 5-[6-[[4-methyl-6-(methylamino)pyrimidin-2-yl] amino]-1,3-benzodioxol-4-yl]-2,3,4,7-tetrahydroazepine-1-carboxylate